(E)-1-(4-(3-bromopropoxy)phenyl)-3-(furan-2-yl)prop-2-en-1-one BrCCCOC1=CC=C(C=C1)C(\C=C\C=1OC=CC1)=O